tin iron sulfide [Fe]=S.[Sn]